4-Chloro-5-(6-(((R*)-2,2-difluorocyclohexyl)amino)-4-methoxypyridin-3-yl)-1-ethyl-N-(((1r,4R)-4-(methylsulfonyl)cyclohexyl)methyl)-1H-pyrazole-3-carboxamide ClC=1C(=NN(C1C=1C=NC(=CC1OC)N[C@H]1C(CCCC1)(F)F)CC)C(=O)NCC1CCC(CC1)S(=O)(=O)C |o1:15|